C(C1=CC=CC=C1)(=O)O[C@H]1[C@@H](O[C@@H]([C@H]([C@@H]1OP(=O)(O)O)O)CO)N1C=CC2=CC=CC=C12 (2R,3R,4S,5R,6R)-5-hydroxy-6-(hydroxymethyl)-2-(1H-indol-1-yl)-4-(phosphonooxy)tetrahydro-2H-pyran-3-yl benzoate